iridium oxide silicon [Si].[Ir]=O